dichloro-N-(2,2-dimethoxyethyl)quinoline-3-carboxamide ClC1=C(C(=NC2=CC=CC=C12)Cl)C(=O)NCC(OC)OC